tert-butyl (2S,5S)-5-(((tert-butyldiphenylsilyl)oxy)methyl)-2-((2-(2,4-difluorophenyl)propan-2-yl)carbamoyl)morpholine-4-carboxylate [Si](C1=CC=CC=C1)(C1=CC=CC=C1)(C(C)(C)C)OC[C@@H]1CO[C@@H](CN1C(=O)OC(C)(C)C)C(NC(C)(C)C1=C(C=C(C=C1)F)F)=O